CC1(OB(OC1(C)C)/C=C/CNC(OC(C)(C)C)=O)C tert-Butyl (e)-(3-(4,4,5,5-tetramethyl-1,3,2-dioxaborolan-2-yl)allyl)carbamate